3-[(5S)-3-bromo-4,5-dihydroisoxazol-5-yl]-N-methyl-4-[4-(trifluoromethyl)anilino]benzenesulfonamide BrC1=NO[C@@H](C1)C=1C=C(C=CC1NC1=CC=C(C=C1)C(F)(F)F)S(=O)(=O)NC